C(#N)C=1C=CC(=NC1)[C@H]1N(OCC1)C(=O)C1CCN(CC1)C1=NC=C(C(=N1)C#N)F 2-[4-[(3S)-3-(5-Cyano-2-pyridyl)isoxazolidine-2-carbonyl]-1-piperidyl]-5-fluoro-pyrimidine-4-carbonitrile